4-ethylpyridin-3-yl-carbamic acid tert-butyl ester C(C)(C)(C)OC(NC=1C=NC=CC1CC)=O